NC1=C(C=C(C=N1)C=1C=C2N(N1)CC[C@]21CN(CC1)C(=O)OC(C)(C)C)O[C@H](C)C=1C=NC=CC1 tert-butyl (3R)-2'-{6-amino-5-[(1R)-1-(pyridin-3-yl)ethoxy]pyridin-3-yl}-5',6'-dihydrospiro[pyrrolidine-3,4'-pyrrolo[1,2-b]pyrazole]-1-carboxylate